C(C)OC(=O)C=1C(=C2C(=NC1)NC=C2)N[C@@H]2C[C@H](CC2)OC(CC#N)=O (trans)-4-((3-(2-cyanoacetoxy)cyclopentyl)amino)-1H-pyrrolo[2,3-b]pyridine-5-carboxylic acid ethyl ester